C(C)(C)(C)C(C=1C=CC(=CC1)O)(N(C)C)C(C)(C)C di-tert-butyl-α-dimethylamino-p-cresol